1-(2,6-dichloropyridin-4-yl)-3-methylenecyclobutane-1-carboxylic acid ClC1=NC(=CC(=C1)C1(CC(C1)=C)C(=O)O)Cl